(1-cyclohexyl-1H-pyrazol-5-yl)(methyl)carbamic acid tert-butyl ester C(C)(C)(C)OC(N(C)C1=CC=NN1C1CCCCC1)=O